ClC1=CC2=C(C=N1)C(=CN2C(=O)OC(C)(C)C)F tert-butyl 6-chloro-3-fluoro-1H-pyrrolo[3,2-c]pyridine-1-carboxylate